S1C=NC2=C1C=CC(=C2)NC2=C1C(=NC=C2)SC(=C1)[C@H]1CCN(CCC1)C(C)=O (R)-1-(4-(4-(benzo[d]thiazol-5-ylamino)thieno[2,3-b]pyridin-2-yl)azepan-1-yl)ethan-1-one